BrC1=NNC=N1 3-bromo-1H-1,2,4-triazole